(R)-1-(5-(4-(4-cyanophenyl)-4-fluoropiperidine-1-carbonyl)-2-ethyl-4-methylphenyl)-3-((tetrahydrofuran-2-yl)methyl)urea C(#N)C1=CC=C(C=C1)C1(CCN(CC1)C(=O)C=1C(=CC(=C(C1)NC(=O)NC[C@@H]1OCCC1)CC)C)F